ClC1=C(C=CC=C1)C1CNCCO1 2-(2-chlorophenyl)morpholine